C(C)(C)(C)OC(=O)N1C[C@@H]2COC3=C(C(N2CC1)=O)C(=NC(=C3F)Cl)N3CC(CC3(C)C)C#N (6aR)-8-tert-butoxycarbonyl-1-(3-cyano-5,5-dimethylpyrrolidinyl)-4-fluoro-3-chloro-6,6a,7,8,9,10-hexahydro-12H-pyrazino[2,1-c]pyrido[3,4-f][1,4]oxazepin-12-one